(S)-4-(cyclopropylethynyl)-6-fluoro-2-oxo-4-(trifluoromethyl)-1,2,3,4-tetrahydroquinazoline-7-carbaldehyde C1(CC1)C#C[C@@]1(NC(NC2=CC(=C(C=C12)F)C=O)=O)C(F)(F)F